ClC1=NC(=NC(=C1C)C1=C(C=CC=C1C)OC(C)C)NS(=O)(=O)C=1C=C(C(=O)O)C=CC1 3-[[4-Chloro-6-(2-isopropoxy-6-methyl-phenyl)-5-methyl-pyrimidin-2-yl]sulfamoyl]benzoic acid